tert-butyl (R)-4-((6-(2-(azetidin-1-yl)-6-(methoxycarbonyl)pyridin-3-yl)-2,2-difluoro-7-azaspiro[3.5]nonan-7-yl)methyl)-5-methoxy-7-methyl-1H-indole-1-carboxylate N1(CCC1)C1=NC(=CC=C1[C@H]1CC2(CC(C2)(F)F)CCN1CC1=C2C=CN(C2=C(C=C1OC)C)C(=O)OC(C)(C)C)C(=O)OC